(S)-4-chloro-2,3-dihydro-1H-Inden-1-amine ClC1=C2CC[C@@H](C2=CC=C1)N